OC1=C(C(=O)N)C(=C(C=C1)OC)C 2-hydroxy-5-methoxy-6-methyl-benzamide